CC1=C(C#N)C=CC=C1C(C)NC1=NC=2N(C3=CC=C(C=C13)N1C3COCC1CC3)C=CN2 2-methyl-3-{1-[7-(3-oxa-8-aza-bicyclo[3.2.1]oct-8-yl)-imidazo[1,2-a]quinazolin-5-ylamino]-ethyl}-benzonitrile